4-bromo-α-cyclopropylbenzyl alcohol BrC1=CC=C(C(C2CC2)O)C=C1